O1[C@H](COCC1)CN1N=C2C3=C(CCC2=C1)OC(=C3C(F)(F)F)C(=O)NCCC3=NC=CC(=C3)C 2-[(2S)-1,4-dioxan-2-ylmethyl]-N-[2-(4-methylpyridin-2-yl)ethyl]-8-(trifluoromethyl)-4,5-dihydro-2H-furo[2,3-g]indazole-7-carboxamide